O1CC(C1)OC1=CC(=NC=C1)C#N 4-(oxetan-3-yloxy)pyridine-2-carbonitrile